pyridoxal-isonicotinyl hydrazone C(C1=CC=NC=C1)NN=CC1=C(C(=NC=C1CO)C)O